FC1=C(C=CC=C1OC)C=1C=C2CC(C(C2=CC1)NC(O[C@@H]1CN2CCC1CC2)=O)(C)C (S)-quinuclidin-3-yl (5-(2-fluoro-3-methoxyphenyl)-2,2-dimethyl-2,3-dihydro-1H-inden-1-yl)carbamat